NC1=NC=NC2=C1N(C=1C(=C[C@H](CC21)NC(C=C([2H])[2H])=O)C)C=2C=NC1=CC=CC=C1C2 (S)-N-(4-amino-6-methyl-5-(quinolin-3-yl)-8,9-dihydropyrimido[5,4-b]indol-8-yl)-3,3-dideutero-acrylamide